FC1=CN=C2N1C=C(C=C2)C2=CNC=1N=C(N=CC12)NC1CCN(CC1)C 5-(3-fluoroimidazo[1,2-a]pyridin-6-yl)-N-(1-methylpiperidin-4-yl)-7H-pyrrolo[2,3-d]pyrimidin-2-amine